ethyl 9-[6-(4-tert-butoxycarbonylpiperazin-1-yl) pyridin-3-yl]-6-tert-butyl-10-methoxy-2-oxo-6,7-dihydro-2H-pyrido[2,1-a]isoquinoline-3-carboxylate C(C)(C)(C)OC(=O)N1CCN(CC1)C1=CC=C(C=N1)C=1C=C2CC(N3C(C2=CC1OC)=CC(C(=C3)C(=O)OCC)=O)C(C)(C)C